(R)-4-(1-(3-methyl-2-((4-(trifluoromethyl)benzyl)oxy)butanamido)cyclopropyl)-N-(methylsulfonyl)benzamide CC([C@H](C(=O)NC1(CC1)C1=CC=C(C(=O)NS(=O)(=O)C)C=C1)OCC1=CC=C(C=C1)C(F)(F)F)C